CN(C(OC(C)(C)C)=O)C1=C(C=CC=C1)CN1C(N(C2=NC(=NC=C2C1)NC1=CC=C(C=C1)N1CCN(CC1)C)C)=O tert-butyl N-methyl-N-[2-[[1-methyl-7-[4-(4-methylpiperazin-1-yl)anilino]-2-oxo-4H-pyrimido[4,5-d]pyrimidin-3-yl]methyl]phenyl]carbamate